ClC1=NC=NC2=CC=CC=C12 4-chloroquinazoline